C(CC1=CC=CC=C1)OC(C(CC)C)=O.S(=O)(=O)(O)C(CCC)C1=NC=CN1C 1-sulfobutyl-3-methyl-imidazole Phenethyl-2-methylbutyrate